(S)-quinuclidin-3-yl (4-methyl-7-(4-methylthiophen-3-yl)chroman-4-yl)carbamate CC1(CCOC2=CC(=CC=C12)C1=CSC=C1C)NC(O[C@@H]1CN2CCC1CC2)=O